N-{3-[4-(hydroxymethyl)phenyl]-1-[4-(trifluoromethoxy)phenyl]-1H-pyrazol-5-yl}acetamide OCC1=CC=C(C=C1)C1=NN(C(=C1)NC(C)=O)C1=CC=C(C=C1)OC(F)(F)F